[O-2].CC(=C[SiH2][Al]([SiH2]C=C(C)C)[SiH2]C=C(C)C)C tri(dimethylvinylsilyl)aluminum oxide